3-(chloromethyl)-5-(3-(difluoromethoxy)-4-fluorophenyl)-2-methoxypyridine hydrochloride Cl.ClCC=1C(=NC=C(C1)C1=CC(=C(C=C1)F)OC(F)F)OC